C(C1=CC=CC=C1)N1C=NC=C1 3-benzyl-3H-imidazole